FC1=CC(=CC=2NC(=NC21)C2=CC(=CN2)C(=O)C2=C(C=CC=C2)C(F)(F)F)N2C[C@@H]([C@@H](C2)OC)O (5-(4-fluoro-6-((3S,4R)-3-hydroxy-4-methoxypyrrolidin-1-yl)-1H-benzo[d]imidazol-2-yl)-1H-pyrrol-3-yl)(2-(trifluoromethyl)phenyl)methanone